4-(6-bromo-3-pyridinyl)-3-methyl-1-piperidine-carboxylic acid tert-butyl ester C(C)(C)(C)OC(=O)N1CC(C(CC1)C=1C=NC(=CC1)Br)C